(R)-2-methyl-N-(l-1-(2-phenyloxazol-4-yl)ethyl)propane-2-sulfinamide CC(C)(C)[S@@](=O)NC(C)C=1N=C(OC1)C1=CC=CC=C1